(S)-2-(2,2,7-trifluoro-3-oxo-6-(2,3,5,6-tetrafluoro-4-methoxyphenyl)-2,3-dihydro-4H-benzo[b][1,4]oxazin-4-yl)propanoic acid FC1(C(N(C2=C(O1)C=C(C(=C2)C2=C(C(=C(C(=C2F)F)OC)F)F)F)[C@H](C(=O)O)C)=O)F